FC1=CC(=C2C=C(N(C2=C1)CCNC1=NC=NC(=C1)C1=CC=C(C=C1)C=1SC(=NN1)NC)C)C [2-(6-Fluoro-2,4-dimethyl-indol-1-yl)-ethyl]-{6-[4-(5-methylamino-[1,3,4]thiadiazol-2-yl)-phenyl]-pyrimidin-4-yl}amine